BrC=1C(=NC=CC1N1N=C(C=C1C(O)([2H])[2H])C)Cl (1-(3-bromo-2-chloropyridin-4-yl)-3-methyl-1H-pyrazol-5-yl)methane-d2-ol